ClC(C)C1N2CCC(C1)CC2 1-chloroethyl-1-azabicyclo[2.2.2]octane